ClCC1=CC(C(=NN1C1=CC=CC=C1)C(=O)N)=O 6-(chloromethyl)-4-oxo-1-phenyl-1,4-dihydropyridazine-3-carboxamide